FC(C1=C2C=C(NC2=CC=C1)C(=O)N(C)[C@H]1C=2C3=C(C(NC2CNC1)=O)C=C(C=C3)F)F (S)-4-(difluoromethyl)-N-(8-fluoro-6-oxo-1,2,3,4,5,6-hexahydrobenzo[c][1,7]naphthyridin-1-yl)-N-methyl-1H-indole-2-carboxamide